azido-beta-D-ribofuranose N(=[N+]=[N-])[C@]1(O)[C@H](O)[C@H](O)[C@H](O1)CO